1,11-undecanediamine C(CCCCCCCCCCN)N